N-(3-(benzyloxy)cyclobutylidene)-2-methylpropane-2-sulfinamide C(C1=CC=CC=C1)OC1CC(C1)=NS(=O)C(C)(C)C